C(C)(C)N1SNC2=C(C1)C=CC=C2 3-isopropyl-(1H)-benzo-2,1,3-thiadiazine